ClC=1N=C(C2=C(N1)N(C=C2)CC(=O)NC2=NC=C(C=C2)C2=NC=CN=C2)C2=CC(=NC=C2)C 2-[2-chloro-4-(2-methyl-4-pyridyl)pyrrolo[2,3-d]pyrimidin-7-yl]-N-(5-pyrazin-2-yl-2-pyridyl)acetamide